C(C(=C)C)(=O)OC1=C(C(=C(C=C1)C(C)(C)C1=C(C(=C(C(=C1)OCC)OC(C(=C)C)=O)OCC)OCC)OCC)OCC 2-(4-methacryloyloxydiethoxyphenyl)-2-(4-methacryloyloxytriethoxyphenyl)propane